FC(C(=O)OCC)(F)C1=CC=2C(=NC=C(C2)C#N)N1S(=O)(=O)C1=CC=C(C)C=C1 2-(1,1-difluoro-2-ethoxy-2-oxoethyl)-1-p-toluenesulfonyl-1H-pyrrolo[2,3-b]pyridine-5-carbonitrile